(2,2,5,5-tetramethyloxolan-3-yl) N-(6-bromoimidazo[1,2-a]pyridin-2-yl)carbamate BrC=1C=CC=2N(C1)C=C(N2)NC(OC2C(OC(C2)(C)C)(C)C)=O